(4-(4-amino-5-(3,5-difluoro-4-((1-oxotetrahydro-1λ6-thiophen-1-ylidene)amino)phenyl)-7-methyl-7H-pyrrolo[2,3-d]pyrimidin-6-yl)phenyl)methacrylamide NC=1C2=C(N=CN1)N(C(=C2C2=CC(=C(C(=C2)F)N=S2(CCCC2)=O)F)C2=CC=C(C=C2)C=C(C(=O)N)C)C